O1C2CNC(C3=C1C=CC=C3)C2 Racemic-2,3,4,5-tetrahydro-2,5-methanobenzo[f][1,4]oxazepine